N-(5-(4-((7-Ethyl-6-oxo-5,6-dihydro-1,5-naphthyridin-3-yl)methyl)piperazin-1-yl)pyridine-2-yl)-3,3-difluorocyclobutane-1-carboxamide C(C)C=1C(NC=2C=C(C=NC2C1)CN1CCN(CC1)C=1C=CC(=NC1)NC(=O)C1CC(C1)(F)F)=O